S(=O)(=O)([O-])[O-].[K+].[Na+].[Mg+2].S(=O)(=O)([O-])[O-] magnesium sodium potassium sulfate